4-(2-ethylhexyl)-3-fluorothieno[3,4-b]thiophen C(C)C(CC=1SC=C2SC=C(C21)F)CCCC